FC1=C(OCC(=O)O)C=CC(=C1)F 2-(2,4-difluorophenoxy)acetic acid